S(=O)(=O)(O)F.C=C ethylene fluorosulfate